5-((benzyloxy)methyl)-1-(4-chloro-3-fluorophenyl)-1H-1,2,4-triazole C(C1=CC=CC=C1)OCC1=NC=NN1C1=CC(=C(C=C1)Cl)F